(E)-1,4-diphenyl-but-2-ene-1,4-dione C1(=CC=CC=C1)C(\C=C\C(=O)C1=CC=CC=C1)=O